C(C)N(CC1CO1)CC N,N-diethyl-N-glycidylamine